COC1=CC(=CC2=C1O[C@@H]([C@H]2CO)C3=CC(=C(C=C3)O)OC)/C=C/C(=O)[O-] The molecule is a monocarboxylic acid anion that is the conjugate base of ent-glycosmisic acid, obtained by deprotonation of the carboxy group; major species at pH 7.3. It is a conjugate base of a (2S,3R)-glycosmisic acid.